C[Si]([N-][Si](C)(C)C)(C)C.C[Si]([N-][Si](C)(C)C)(C)C.C[Si]([N-][Si](C)(C)C)(C)C.[La+3] lanthanum (III) tris[N,N-bis(trimethylsilyl)amide]